methyl 3-amino-2'-cyano-4'-fluoro-2-iodo-6-(trifluoromethyl)-[1,1'-biphenyl]-4-carboxylate NC=1C(=C(C(=CC1C(=O)OC)C(F)(F)F)C1=C(C=C(C=C1)F)C#N)I